N-(4-fluoro-3-methylphenyl)-5-(2-(((1r,3r)-3-hydroxy-1-methylcyclobutyl)amino)-2-oxoacetyl)-1,2,4-trimethyl-1H-pyrrole-3-carboxamide FC1=C(C=C(C=C1)NC(=O)C1=C(N(C(=C1C)C(C(=O)NC1(CC(C1)O)C)=O)C)C)C